C1(CCCCC1)C1=CC=C(CO)C=C1 4-cyclohexyl-benzyl alcohol